[Si](C)(C)(C(C)(C)C)O[C@@H](CN1C(=NN(C1=O)CC(=O)OC)C1=CC=C(C=C1)Cl)C(F)(F)F methyl {4-[(2S)-2-{[tert-butyl(dimethyl)silyl]oxy}-3,3,3-trifluoropropyl]-3-(4-chlorophenyl)-5-oxo-4,5-dihydro-1H-1,2,4-triazol-1-yl}acetate